CC1=CC=C(CNC(=O)C=2C=C(C=C(C2)C2=CC=C(C=C2)C2=CC=CC=C2)/C=C/C(=O)OC)C=C1 Methyl (E)-3-(5-((4-methylbenzyl)carbamoyl)-[1,1':4',1''-terphenyl]-3-yl)acrylate